rac-5-[4-[3-[4-[3-[1-[3-amino-6-(2-hydroxyphenyl)pyridazin-4-yl]azetidin-3-yl]oxyphenyl]piperazin-1-yl]-3-oxo-propyl]-1-piperidyl]-2-(2,6-dioxo-3-piperidyl)isoindoline-1,3-dione NC=1N=NC(=CC1N1CC(C1)OC=1C=C(C=CC1)N1CCN(CC1)C(CCC1CCN(CC1)C=1C=C2C(N(C(C2=CC1)=O)[C@H]1C(NC(CC1)=O)=O)=O)=O)C1=C(C=CC=C1)O |r|